COC1=CNC2=NC=C(C=C21)N2CCC(CC2)N(C(=O)NC=2C(N(C=C(C2)C(F)(F)F)C)=O)C 1-(1-(3-methoxy-1H-pyrrolo[2,3-b]pyridin-5-yl)piperidin-4-yl)-1-methyl-3-(1-methyl-2-oxo-5-(trifluoromethyl)-1,2-dihydropyridin-3-yl)urea